CN1CCC(CC1)NC=1C2=C(N=C(N1)C=1C=NNC1)N(C=C2)CCCN2CCCC2 N-(1-methylpiperidin-4-yl)-2-(1H-pyrazol-4-yl)-7-(3-(pyrrolidin-1-yl)propyl)-7H-pyrrolo[2,3-d]pyrimidin-4-amine